4-((3-chloro-4-fluorophenyl)amino)-N-(6-((1,2,3,4-tetrahydroacridin-9-yl)amino)hexyl)quinazoline-7-carboxamide ClC=1C=C(C=CC1F)NC1=NC=NC2=CC(=CC=C12)C(=O)NCCCCCCNC=1C2=CC=CC=C2N=C2CCCCC12